(E)-3-((4-fluoro-3-((E)-4-(piperidin-1-ylmethyl)styryl)-1H-indazole-6-yl)methylene)-4-phenylpyrrolidin-2-one FC1=C2C(=NNC2=CC(=C1)\C=C/1\C(NCC1C1=CC=CC=C1)=O)\C=C\C1=CC=C(C=C1)CN1CCCCC1